1-(5-(aminomethyl)thiophen-2-yl)-2-((2-methyl-6-(trifluoromethoxy)quinazolin-4-yl)thio)ethan-1-one hydrochloride Cl.NCC1=CC=C(S1)C(CSC1=NC(=NC2=CC=C(C=C12)OC(F)(F)F)C)=O